FC(C(=O)O)(F)F.CC=1C=CC=C2C(NC(=NC12)CSC1CCNCC1)=O 8-methyl-2-((piperidin-4-ylsulfanyl)methyl)quinazolin-4(3H)-one trifluoroacetate salt